5-amino-6-fluoro-1H-pyrrolo[3,2-b]pyridin NC1=C(C=C2C(=N1)C=CN2)F